C(C)(=O)C=1C(=C(C=CC1)C(C(=O)OCC)(F)F)F ethyl 2-(3-acetyl-2-fluoro-phenyl)-2,2-difluoro-acetate